5-(4-((1-(4-(1,2-bis(4-hydroxyphenyl)but-1-en-1-yl)phenyl)piperidin-4-yl)methyl)piperazin-1-yl)-2-(2,6-dioxopiperidin-3-yl)isoindoline-1,3-dione OC1=CC=C(C=C1)C(=C(CC)C1=CC=C(C=C1)O)C1=CC=C(C=C1)N1CCC(CC1)CN1CCN(CC1)C=1C=C2C(N(C(C2=CC1)=O)C1C(NC(CC1)=O)=O)=O